C(C)(C)C1=CNC2=C1N=C(S2)N2CCN(CC2)CC2(COC2)C 6-isopropyl-2-(4-((3-methyloxetan-3-yl)methyl)piperazin-1-yl)-4H-pyrrolo[3,2-d]thiazole